C(N)(OC=1C(=NC(N(C1CNCC1=C(C=CC=C1)CN1CCCC1)C(C)(C)C)OCCCC)N(CC1=CC=C(C=C1)OC)CC1=CC=C(C=C1)OC)=O (tert-butyl 4-(bis(4-methoxybenzyl) amino)-2-butoxy-6-(((2-(pyrrolidin-1-ylmethyl) benzyl) amino) methyl) pyrimidin-5-yl) carbamate